bis(2-butyloctyl) 10-[3-(dimethylamino)propylamino]nonadecanedioate CN(CCCNC(CCCCCCCCC(=O)OCC(CCCCCC)CCCC)CCCCCCCCC(=O)OCC(CCCCCC)CCCC)C